FC(CN1C(=NC=C1)COC=1C=CC2=C(C(=C(O2)C)C(=O)O)C1)F 5-((1-(2,2-difluoroethyl)-1H-imidazol-2-yl)methoxy)-2-methylbenzofuran-3-carboxylic acid